FC1=C(C(=CC=C1F)OC)COC=1C(=CC(=C(N)C1)F)OC 5-[(2,3-difluoro-6-methoxyphenyl)methoxy]-2-fluoro-4-methoxyaniline